methyl (R)-3-(N-(4-chloro-5-cyano-2-(2-(3-((2-(trimethylsilyl)ethoxy)methoxy)propyl)piperidin-1-yl)phenyl)sulfamoyl)-4-hydroxybenzoate ClC1=CC(=C(C=C1C#N)NS(=O)(=O)C=1C=C(C(=O)OC)C=CC1O)N1[C@H](CCCC1)CCCOCOCC[Si](C)(C)C